CNC1CCC(CC1)NC(OCC1=CC=CC=C1)=O benzyl ((1r,4r)-4-(methylamino)cyclohexyl)carbamate